2-(4-(aminomethyl)-2-fluorophenyl)-N-(3-(piperidin-1-yl)propyl)imidazo[2',1':2,3]thiazolo[4,5-c]pyridine-7-carboxamide NCC1=CC(=C(C=C1)C=1N=C2SC3=C(C=NC(=C3)C(=O)NCCCN3CCCCC3)N2C1)F